C(CCCCC)C1=C(SC=C1)C1=CC=C(C=C1)C=O 3-hexyl-2-(4-formylphenyl)thiophene